N-((1R,5S,6S)-3-(2-oxo-1,2-dihydroquinolin-4-yl)-3-azabicyclo[3.1.0]hexan-6-yl)sulfamide hydrochloride Cl.O=C1NC2=CC=CC=C2C(=C1)N1C[C@@H]2C([C@@H]2C1)NS(=O)(=O)N